CC1=C(C(=CC(=C1)O)C1=CC=CC=C1)C1=C(C=C(C=C1C1=CC=CC=C1)O)C 2,2'-dimethyl-6,6'-diphenyl-4,4'-dihydroxybiphenyl